2-(3-(3-((5-cyclobutylthiophen-2-yl)ethynyl)phenyl)-5-(cyclopropylmethyl)-4-(3-fluoro-4-sulfamoylbenzyl)-1H-pyrazol-1-yl)thiazole-4-carboxylic acid C1(CCC1)C1=CC=C(S1)C#CC=1C=C(C=CC1)C1=NN(C(=C1CC1=CC(=C(C=C1)S(N)(=O)=O)F)CC1CC1)C=1SC=C(N1)C(=O)O